FC(C=1C=C(C=CC1N)O)F 3-difluoromethyl-4-aminophenol